1,1-bis(4-fluorophenyl)-2-propanone FC1=CC=C(C=C1)C(C(C)=O)C1=CC=C(C=C1)F